N-[3-(methylamino)propyl]methacrylamide CNCCCNC(C(=C)C)=O